CN1N=C(C(=C1OC[C@@H](C)NC)C=1C=C2C(=CN1)N(N=C2C=C)C2OCCCC2)C (2R)-1-((1,3-dimethyl-4-(1-(tetrahydro-2H-pyran-2-yl)-3-vinyl-1H-pyrazolo[3,4-c]pyridin-5-yl)-1H-pyrazol-5-yl)oxy)-N-methylpropan-2-amine